8-(4-trifluoromethylphenyl)quinoline-1-oxide FC(C1=CC=C(C=C1)C=1C=CC=C2C=CC=[N+](C12)[O-])(F)F